1-Benzyl-N-[(6S)-2-(2-methoxyethyl)-4-methyl-5-oxo-7,8-dihydro-6H-pyrazolo[1,5-a][1,3]diazepin-6-yl]-1,2,4-triazol-3-carboxamid C(C1=CC=CC=C1)N1N=C(N=C1)C(=O)N[C@@H]1C(N(C=2N(CC1)N=C(C2)CCOC)C)=O